methyl 2-(6,8-dioxo-2,7-diazaspiro[4.5]decan-2-yl)benzo[d]thiazole-6-carboxylate O=C1C2(CCN(C2)C=2SC3=C(N2)C=CC(=C3)C(=O)OC)CCC(N1)=O